(6aR,9R,10aR)-6,6-dimethyl-3-(2-methyloctan-2-yl)-9-(pyridine-2-yl)-6a,7,8,9,10,10a-hexahydro-6H-benzo[c]chromen-1-ol CC1(OC=2C=C(C=C(C2[C@H]2[C@H]1CC[C@H](C2)C2=NC=CC=C2)O)C(C)(CCCCCC)C)C